2-[(2S)-4-[2-[[(2R)-1-[2-[tert-butyl(dimethyl)silyl]oxyethyl]pyrrolidin-2-yl]methoxy]-7-(1-naphthyl)-6,8-dihydro-5H-pyrido[3,4-d]pyrimidin-4-yl]piperazin-2-yl]acetonitrile [Si](C)(C)(C(C)(C)C)OCCN1[C@H](CCC1)COC=1N=C(C2=C(N1)CN(CC2)C2=CC=CC1=CC=CC=C21)N2C[C@@H](NCC2)CC#N